[NH4+].CC1=C(C=C(C=C1)NC(C1=NC=CC(=C1)C(F)(F)F)=O)B1OC(C(O1)(C)C)(C)C N-(4-methyl-3-(4,4,5,5-tetramethyl-1,3,2-dioxaborolan-2-yl)phenyl)-4-(trifluoromethyl)picolinamide ammonium